FC(CC(C1=C(NC2=CC=CC=C12)C1=CC=CC=C1)C1=CC=C(S1)B(O)O)(F)F (5-(3,3,3-trifluoro-1-(2-phenyl-1H-indol-3-yl)propyl)thiophen-2-yl)boronic acid